methyl 5-(trifluoromethyl)triazolo[1,5-a]pyridine-3-carboxylate FC(C1=CC=2N(C=C1)N=NC2C(=O)OC)(F)F